4-(1-((tert-butoxy)carbonyl)piperidin-2-yl)benzoic acid C(C)(C)(C)OC(=O)N1C(CCCC1)C1=CC=C(C(=O)O)C=C1